6-(6'-(4-acetylpiperazin-1-yl)-6-amino-2-fluoro-[3,3'-bipyridin]-5-yl)-7-fluoro-3,4-dihydroisoquinolin-1(2H)-one 2,2,2-trifluoroacetate FC(C(=O)O)(F)F.C(C)(=O)N1CCN(CC1)C1=CC=C(C=N1)C=1C(=NC(=C(C1)C=1C=C2CCNC(C2=CC1F)=O)N)F